1-[5-methoxy-3-(trifluoromethyl)pyridin-2-yl]Methylamine COC=1C=C(C(=NC1)CN)C(F)(F)F